C(C)(C)(C)N1N=C(C=C1C(CC=C)O)[N+](=O)[O-] 1-(1-(tert-butyl)-3-nitro-1H-pyrazol-5-yl)but-3-en-1-ol